BrC=1C=C2C=NNC2=C(C1C#CC1CCOCC1)F 5-bromo-7-fluoro-6-(2-tetrahydropyran-4-ylethynyl)-1H-indazole